C(C)(C)(C)OC(=O)N[C@H](CC1=C(C2=NC(=CC(=C2O1)N(C(OC(C)(C)C)=O)CC=1SC=CC1)Cl)C1CC1)C tert-butyl N-{2-[(2S)-2-[(tert-butoxycarbonyl)amino]propyl]-5-chloro-3-cyclopropylfuro[3,2-b]pyridin-7-yl}-N-(thiophen-2-ylmethyl)carbamate